(S or R)-N-((3-(2-(4,5-dimethylthiophen-2-yl)ethyl)-1-(2-(6-methylpyridin-3-yl)propan-2-yl)pyrrolidin-3-yl)methyl)-4-methyl-benzenesulfonamide citrate C(CC(O)(C(=O)O)CC(=O)O)(=O)O.CC=1C=C(SC1C)CC[C@]1(CN(CC1)C(C)(C)C=1C=NC(=CC1)C)CNS(=O)(=O)C1=CC=C(C=C1)C |o1:22|